2,4-difluoro-6-(1H-tetrazol-5-yl)benzaldehyde FC1=C(C=O)C(=CC(=C1)F)C1=NN=NN1